ClC=1C=C(C=CC1F)C(CO)(C)NC1=NC2=C(N1)C=CC=C2CNC=2OC(=NN2)C 2-(3-chloro-4-fluorophenyl)-2-((4-(((5-methyl-1,3,4-oxadiazol-2-yl)amino)methyl)-1H-benzo[d]imidazol-2-yl)amino)propan-1-ol